ClC1=CC=C(C[C@H]2CO[C@H](CN2C2CCC(CC2)C=2OC(=CN2)C)CS(=O)(=O)C)C=C1 (2R,5S)-5-(4-Chlorobenzyl)-4-(4-(5-methyloxazol-2-yl)cyclohexyl)-2-((methylsulfonyl)methyl)morpholin